2-(2,6-difluorophenyl)-4-((1-(1-(tetrahydro-2H-pyran-4-yl)piperidin-4-yl)-1H-pyrazol-4-yl)amino)pyrazolo[1,5-a][1,3,5]triazine-8-carbonitrile FC1=C(C(=CC=C1)F)C1=NC=2N(C(=N1)NC=1C=NN(C1)C1CCN(CC1)C1CCOCC1)N=CC2C#N